ClC1C(C(C(C(C1Cl)Cl)Cl)Cl)Cl 1,2,3,4,5,6-HEXACHLOROCYCLOHEXANE